N-[(1R,3S)-3-{[6-fluoro-2-(trifluoromethyl)quinolin-4-yl]amino}cyclohexyl]-1-methyl-1H-pyrazole-5-carboxamide FC=1C=C2C(=CC(=NC2=CC1)C(F)(F)F)N[C@@H]1C[C@@H](CCC1)NC(=O)C1=CC=NN1C